BrC1=CC=CC(=N1)C1=CC(=CN1)S(=O)(=O)NC1=C(C=C(C=C1)C#N)F 5-(6-bromo-2-pyridyl)-N-(4-cyano-2-fluoro-phenyl)-1H-pyrrole-3-sulfonamide